tert-Butyl 7-Bromo-2,2-dimethyl-2,3-dihydro-4H-pyrido[3,2-b][1,4]oxazine-4-carboxylate BrC1=CC=2OC(CN(C2N=C1)C(=O)OC(C)(C)C)(C)C